(E)-N-(2,6-difluoro-4-(8-(6-(trifluoromethyl)quinolin-7-yl)indolizine-3-carbonyl)phenyl)-4-(((1r,4r)-4-methoxycyclohexyl)amino)but-2-enamide FC1=C(C(=CC(=C1)C(=O)C1=CC=C2C(=CC=CN12)C1=C(C=C2C=CC=NC2=C1)C(F)(F)F)F)NC(\C=C\CNC1CCC(CC1)OC)=O